1-[5-chloro-6-[5-[5-[4-[2-(2,6-dioxo-3-piperidyl)-1-oxo-isoindolin-5-yl]piperazin-1-yl]pentyl]-1,2,4-oxadiazol-3-yl]-3-pyridyl]-3-(7-cyclopropylpyrazolo[1,5-a]pyrimidin-6-yl)urea ClC=1C=C(C=NC1C1=NOC(=N1)CCCCCN1CCN(CC1)C=1C=C2CN(C(C2=CC1)=O)C1C(NC(CC1)=O)=O)NC(=O)NC=1C=NC=2N(C1C1CC1)N=CC2